FC=1C=C(CN2CC(N(CC2)C2CCC23CCNCC3)C3=C(C=CC=C3)C(C)C)C=C(C1OC)OC (4-(3-fluoro-4,5-dimethoxybenzyl)-2-(2-isopropylphenyl)piperazin-1-yl)-7-azaspiro[3.5]nonane